1-(tert-butoxycarbonyl)-4,4-dimethyl-L-proline C(C)(C)(C)OC(=O)N1[C@@H](CC(C1)(C)C)C(=O)O